ClC1=C(C=CC=C1)CC=1C=CC=C2C[C@H](C(N(C12)C)=O)NC(=O)N ((3R)-8-((2-chlorophenyl)methyl)-1-methyl-2-oxo-1,2,3,4-tetrahydroquinolin-3-yl)urea